N-(3-Diethylamino-propyl)-4-[4-(3-methoxybenzamido)-phenylamino]-benzamide C(C)N(CCCNC(C1=CC=C(C=C1)NC1=CC=C(C=C1)NC(C1=CC(=CC=C1)OC)=O)=O)CC